FC(CN1N=NC2=C1C=C(C=C2)C=2C(=CN1N=C(N=C(C12)OC)NCC(C#N)(C)C)F)F 3-((5-(1-(2,2-difluoroethyl)-1H-benzo[d][1,2,3]triazol-6-yl)-6-fluoro-4-methoxypyrrolo[2,1-f][1,2,4]triazin-2-yl)amino)-2,2-dimethylpropanenitrile